NC1=NC=CC2=CC=C(C=C12)C=1C=C2[C@@H](CC3(CCN(CC3)CCC)C2=CC1)OC1=C(C=CC=C1)CC(=O)O (R)-2-(2-((5-(1-aminoisoquinolin-7-yl)-1'-propyl-2,3-dihydrospiro[indene-1,4'-piperidin]-3-yl)oxy)phenyl)acetic acid